O([C@H]1[C@H](O)[C@@H](O)[C@H](O)[C@H](O1)CO)C1=CNC2=CC=C(C=C12)OCC(=O)OC 5-(Methoxycarbonyl)methoxy-1H-indol-3-yl β-D-glucopyranoside